NCC(CN1N=CN(C1=O)CC=1SC2=C(C1)C=CC(=C2)C2=CC=C(C=C2)N2CCNCC2)=C(F)F 2-[2-(aminomethyl)-3,3-difluoro-allyl]-4-[1-[6-(4-piperazin-1-ylphenyl)benzothiophen-2-yl]methyl]-1,2,4-triazol-3-one